IC1=NN2C(C=C(C=C2)C)=C1 2-iodo-5-methylpyrazolo[1,5-a]pyridine